C(C=CCCC)C1C(CCC1)=O 2-(hex-2-en-1-yl)cyclopentan-1-one